4-(2-chloroethyl)morpholine HCl Cl.ClCCN1CCOCC1